C(C1=CC=CC=C1)OC1=C(C(=C(C(=O)OC)C(=C1C)O)C)F Methyl 4-(benzyloxy)-3-fluoro-6-hydroxy-2,5-dimethylbenzoate